2,2'-(1,4-phenylene)bisoxazoline C1(=CC=C(C=C1)C=1OCCN1)C=1OCCN1